ethyl 6-isopropyl-2-methoxy-3-(3-methoxypropoxy)-6-methyl-10-oxo-5,10-dihydro-6H-pyrido[1,2-h][1,7]naphthyridine-9-carboxylate C(C)(C)C1(CC=2C=C(C(=NC2C=2N1C=C(C(C2)=O)C(=O)OCC)OC)OCCCOC)C